NC1=NC(=NC(=C1NC(OC)=O)N)C1=NN(C2=CC(=CC=C12)F)CC=1C=NC=CC1 Methyl (4,6-diamino-2-(6-fluoro-1-(pyridin-3-ylmethyl)-1H-indazol-3-yl)pyrimidin-5-yl)carbamate